NCCCCC(=O)N(C)C 5-amino-N,N-dimethylpentanamide